1-[3-(difluoromethyl)-2-nitrophenyl]-4-isopropylpiperazine FC(C=1C(=C(C=CC1)N1CCN(CC1)C(C)C)[N+](=O)[O-])F